N-(7-chloro-1-(1-(4-(dimethylamino)butan-2-enoyl)azepan-3-yl)-1H-benzo[d]imidazol-2-yl)-2-methylisonicotinamide ClC1=CC=CC2=C1N(C(=N2)NC(C2=CC(=NC=C2)C)=O)C2CN(CCCC2)C(C=CCN(C)C)=O